tert-butyl 3-[(tosyloxy)methyl]azetidine-1-carboxylate S(=O)(=O)(C1=CC=C(C)C=C1)OCC1CN(C1)C(=O)OC(C)(C)C